3-((3-exo)-3-((6-((5-methyl-1H-pyrazol-3-yl)amino)-1H-imidazo[4,5-c]pyridin-4-yl)amino)-8-azabicyclo[3.2.1]octan-8-yl)propionitrile CC1=CC(=NN1)NC1=CC2=C(C(=N1)NC1CC3CCC(C1)N3CCC#N)N=CN2